7-(1,1-Difluoro-2-hydroxyethyl)-1-(4-fluoro-2-methylphenyl)-3-(6-methoxy-2-methylpyridin-3-yl)-2,3-dihydroquinazolin-4(1H)-one FC(CO)(F)C1=CC=C2C(N(CN(C2=C1)C1=C(C=C(C=C1)F)C)C=1C(=NC(=CC1)OC)C)=O